tert-butyl 1-(((tert-butyldimethylsilyl)oxy)methyl)-4-((4-methoxyphenyl) ethynyl)-7-azabicyclo[2.2.1]heptane-7-carboxylate [Si](C)(C)(C(C)(C)C)OCC12CCC(CC1)(N2C(=O)OC(C)(C)C)C#CC2=CC=C(C=C2)OC